(2R,3R,4R,5R)-5-((3-(dimethylamino)-1,2,4-thiadiazol-5-yl)amino)-2-(hydroxymethyl)tetrahydro-2H-pyran-3,4-diol CN(C1=NSC(=N1)N[C@H]1[C@H]([C@H]([C@H](OC1)CO)O)O)C